(S)-N-(amino(2-(2-hydroxypropan-2-yl)thiazol-5-yl)(oxo)-λ6-sulfaneylidene)-2-(3-fluoro-2,6-diisopropylphenyl)acetamide N[S@@](=NC(CC1=C(C(=CC=C1C(C)C)F)C(C)C)=O)(=O)C1=CN=C(S1)C(C)(C)O